CC(CO)(C)C1=NN(C=C1)COCC[Si](C)(C)C 2-methyl-2-(1-((2-(trimethylsilyl)ethoxy)methyl)-1H-pyrazol-3-yl)propan-1-ol